C(C1=CC=CC=C1)N1C[C@@]2(C(C2C1)C1=C(C=CC=C1)C)C (R)-3-Benzyl-1-methyl-6-(o-tolyl)-3-azabicyclo[3.1.0]hexane